COCC1CCN(CC1)CC=1C=NC=2N(C1)N=CC2C2=CC(=NC=C2)C 6-((4-(Methoxymethyl)piperidin-1-yl)methyl)-3-(2-methylpyridin-4-yl)pyrazolo[1,5-a]pyrimidine